1-Amino-3,6,9,12-tetraoxapentadecane NCCOCCOCCOCCOCCC